O[C@H]1CC[C@@]2([C@H]3CC[C@@]4([C@H](CC[C@H]4[C@@H]3CC=C2C1)[C@@H](CCC(=O)N(C1=CC=NC=C1)C)C)C)C (R)-4-((3S,8S,9S,10R,13R,14S,17R)-3-hydroxy-10,13-dimethyl-2,3,4,7,8,9,10,11,12,13,14,15,16,17-tetradecahydro-1H-cyclopenta[a]phenanthren-17-yl)-N-methyl-N-(pyridin-4-yl)pentanamide